1-(4-Acetamidophenyl)-N-(3-ethylphenyl)-3-methyl-5-oxo-4,5-dihydro-1H-pyrazole-4-carboxamide C(C)(=O)NC1=CC=C(C=C1)N1N=C(C(C1=O)C(=O)NC1=CC(=CC=C1)CC)C